tert-Butyl-4-methyl-2-(3-(3-(1-methyl-1H-pyrazol-4-yl)benzamido)propanamido)thiazole-5-carboxylate C(C)(C)(C)OC(=O)C1=C(N=C(S1)NC(CCNC(C1=CC(=CC=C1)C=1C=NN(C1)C)=O)=O)C